(R)-29-amino-26-oxo-2,5,8,11,14,17,20,23-octaoxa-27-azahentriacontan-31-oic acid N[C@@H](CNC(CCOCCOCCOCCOCCOCCOCCOCCOC)=O)CC(=O)O